(±)-2-(2-(trifluoromethyl)phenyl)-2,7-diazaspiro[4.4]nonane FC(C1=C(C=CC=C1)N1C[C@]2(CC1)CNCC2)(F)F |r|